C(C)(C)(C)OC(=O)N(CCC1=NC(=CC=C1[N+](=O)[O-])OC)CC1=C(C=CC(=C1Cl)F)NC1=C(C(=O)OC)C=C(C(=C1)F)F methyl 2-((2-(((tert-butoxycarbonyl) (2-(6-methoxy-3-nitropyridin-2-yl) ethyl)-amino) methyl)-3-chloro-4-fluorophenyl) amino)-4,5-difluoro-benzoate